2,3-bistrifluoromethyl-5-chloro-8-(2-thienyl)pyrazino[2,3-D]pyridazine FC(C=1C(=NC=2C(=C(N=NC2Cl)C=2SC=CC2)N1)C(F)(F)F)(F)F